N-(3-carboxy-2,5-dihydroxybenzoyl)4-carboxymethyl-2,5-dihydroxy-benzamide C(=O)(O)C=1C(=C(C(=O)NC(C2=C(C=C(C(=C2)O)CC(=O)O)O)=O)C=C(C1)O)O